1,3,5-triamino-benzene tri-hydrochloride Cl.Cl.Cl.NC1=CC(=CC(=C1)N)N